BrC=1C(=NN2C1N=C(NC2=O)S(=O)(=O)C)C2=NC=CC=C2 8-bromo-2-methanesulfonyl-7-(pyridin-2-yl)-3H-pyrazolo[1,5-a][1,3,5]triazin-4-one